5-(benzyloxy)-1-bromoimidazo[1,2-a]Quinoline-2-carboxylic acid Ethyl ester C(C)OC(=O)C=1N=C2N(C3=CC=CC=C3C(=C2)OCC2=CC=CC=C2)C1Br